OCCCCCCCCCCCCCCCCCC(=O)OC(C)(C)C Tert-Butyl 18-Hydroxyoctadecanoate